C(C=C)(=O)N1CCN(CC1)C1=C(C(=NC=2CN(CCC12)C1=C(C=CC=C1)O)OC(CN(C)C)C)C#N 4-(4-acryloylpiperazin-1-yl)-2-((1-(dimethylamino)propan-2-yl)oxy)-7-(2-hydroxyphenyl)-5,6,7,8-tetrahydro-1,7-naphthyridine-3-carbonitrile